(1R,4R)-4-((5-(2,4-dioxotetrahydropyrimidin-1(2H)-yl)pyridin-2-yl)oxy)cyclohexane-1-carboxylic acid O=C1N(CCC(N1)=O)C=1C=CC(=NC1)OC1CCC(CC1)C(=O)O